ClC=1C=NC(=NC1)NC1CCC(CC1)OC1=C2C=CC=NC2=CC(=N1)N1CCOCC1 5-chloro-N-((1s,4s)-4-((7-morpholino-1,6-naphthyridin-5-yl)oxy)cyclohexyl)pyrimidin-2-amine